2-acetamido-N-(5-((1-benzylpiperidin-4-yl)methoxy)pyridin-3-yl)isonicotinamide 1-(4-chloromethylphenyl)vinyl-4-methylbenzenesulfonate methyl-4-vinyl-1H-pyrazole-5-carboxylate COC(=O)C1=C(C=NN1)C=C.ClCC1=CC=C(C=C1)C(=C)OS(=O)(=O)C1=CC=C(C=C1)C.C(C)(=O)NC=1C=C(C(=O)NC=2C=NC=C(C2)OCC2CCN(CC2)CC2=CC=CC=C2)C=CN1